2-(4-(1H-imidazol-5-yl)piperidin-1-yl)-3-(pyridin-3-yl)benzonitrile N1C=NC=C1C1CCN(CC1)C1=C(C#N)C=CC=C1C=1C=NC=CC1